BrC=1C=NC2=C(C=C(C=C2C1)O[C@H](C(=O)NC(C)(C)C1=NC=CC=N1)CC)Cl (S)-2-((3-bromo-8-chloroquinolin-6-yl)oxy)-N-(2-(pyrimidin-2-yl)propan-2-yl)butanamide